4-chloro-2-((4,6-dimethoxy-pyrimidin-2-yl)seleno)benzoic acid ClC1=CC(=C(C(=O)O)C=C1)[Se]C1=NC(=CC(=N1)OC)OC